2-[N-ethyl-4-(4-nitrophenyl)azoanilino]ethanol C(C)N(C1=CC=C(C=C1)N=NC1=CC=C(C=C1)[N+](=O)[O-])CCO